O=C1NC(CC[C@H]1N1C(C2=CC=CC=C2C(C1=O)NC1CC(C1)NC(=O)C1=NC=C(C=C1)N1CCN(CC1)CC=1C=NC=2C=C(C(NC2C1)=O)CC)=O)=O N-((1r,3r)-3-((2-(2,6-dioxopiperidin-3-yl)-1,3-dioxoisoquinolin-4-yl)amino)cyclobutyl)-5-(4-((7-Ethyl-6-oxo-5,6-dihydro-1,5-naphthyridin-3-yl)methyl)piperazin-1-yl)pyridine-2-Formamide